N-(2-Chloro-6-((4-chlorocyclohex-3-en-1-yl)oxy)pyridin-4-yl)-5-(2-(methylsulfonyl)propan-2-yl)benzo[b]thiophen-2-carboxamid ClC1=NC(=CC(=C1)NC(=O)C1=CC2=C(S1)C=CC(=C2)C(C)(C)S(=O)(=O)C)OC2CC=C(CC2)Cl